NCCC1=CC=C(C=C1)CCO 4-(2-aminoethyl)-2-hydroxyethylbenzene